N1CC(C1)C=1C(=CC(=NC1C)CN1CCC(CC1)C(=O)OC)C methyl 1-((5-(azetidin-3-yl)-4,6-dimethylpyridin-2-yl)methyl)piperidine-4-carboxylate